Tert-Butyl 5-[5-({3-[2-(4-chloro-3-fluorophenoxy)acetamido]bicyclo[1.1.1]pentan-1-yl}carbamoyl)-1,3-oxazol-2-yl]-3,6-dihydropyridine-1(2H)-carboxylate ClC1=C(C=C(OCC(=O)NC23CC(C2)(C3)NC(=O)C3=CN=C(O3)C3=CCCN(C3)C(=O)OC(C)(C)C)C=C1)F